C(C)(C)N([C@H]1CNCC1)CCCCCC1=NC=2NCCCC2C=C1 (R)-N-isopropyl-N-(5-(5,6,7,8-tetrahydro-1,8-naphthyridin-2-yl)pentyl)pyrrolidin-3-amine